CN(C1=NC(=CC=C1NC(CC(C)(C)C)=O)NCC1=C(C=CC(=C1)F)C)C N-[2-Dimethylamino-6-(5-fluoro-2-methyl-benzylamino)-pyridin-3-yl]-3,3-dimethyl-butyramide